6-fluoro-2,3-dihydropyrido[2,3-d]pyrimidin-4(1H)-one FC1=CC2=C(NCNC2=O)N=C1